Cl.N[C@H](C(=O)N1[C@H](C[C@@H](C1)O)C(=O)N[C@@H](C)C1=CC=C(C=C1)C1=C(N=CS1)C)C(C)(C)C (2R,4S)-1-((S)-2-amino-3,3-dimethylbutanoyl)-4-hydroxy-N-((S)-1-(4-(4-methylthiazol-5-yl)phenyl)ethyl)pyrrolidine-2-carboxamide hydrochloride